5-(propan-2-yl)-N-[(1s,4s)-4-{[6-chloro-2-(trifluoromethyl)quinolin-4-yl]amino}cyclohexyl]-1H-pyrazole-3-carboxamide CC(C)C1=CC(=NN1)C(=O)NC1CCC(CC1)NC1=CC(=NC2=CC=C(C=C12)Cl)C(F)(F)F